2,4-diisopropyltoluene C(C)(C)C1=C(C)C=CC(=C1)C(C)C